(4-benzyloxy-6-chloro-5-ethoxycarbonyl-2-methyl-3-pyridyl)boronic acid C(C1=CC=CC=C1)OC1=C(C(=NC(=C1C(=O)OCC)Cl)C)B(O)O